3,4,5-tris(octadecyloxy)benzyl-amine C(CCCCCCCCCCCCCCCCC)OC=1C=C(CN)C=C(C1OCCCCCCCCCCCCCCCCCC)OCCCCCCCCCCCCCCCCCC